O1N=CC2=C1C=CC(=C2)N2CCN(CC2)C(C(C2=CC=CC=C2)N2C(CCC2=O)=O)=O (2-(4-(1,2-Benzooxazol-5-yl)piperazin-1-yl)-2-oxo-1-phenylethyl)pyrrolidine-2,5-dione